FC(C)(F)C=1C=2N(C=C(C1)C(=O)OC)C=C(N2)C methyl 8-(1,1-difluoroethyl)-2-methylimidazo[1,2-a]pyridine-6-carboxylate